2-(2,6-dioxopiperidin-3-yl)-4-fluoro-7-((4-(piperidin-1-ylmethyl)benzyl)thio)isoindoline O=C1NC(CCC1N1CC2=C(C=CC(=C2C1)F)SCC1=CC=C(C=C1)CN1CCCCC1)=O